N-[3-[(5-hydroxy-1-oxopentyl)amino]propyl]-carbamic acid tert-butyl ester C(C)(C)(C)OC(NCCCNC(CCCCO)=O)=O